6-(benzyloxy)-4-chloro-7-methoxypyrido[3,2-d]pyrimidine C(C1=CC=CC=C1)OC=1C(=CC=2N=CN=C(C2N1)Cl)OC